ClC1=NC=2N(C3(C(N(C2C=N1)C)=O)COC3)C chloro-5',8'-dimethyl-5',8'-dihydro-6'H-spiro[oxetan-3,7'-pteridine]-6'-one